methylenebis(3-chloro-2,6-diethyl-aniline) C(NC1=C(C(=CC=C1CC)Cl)CC)NC1=C(C(=CC=C1CC)Cl)CC